2-((4S)-6-(4-chlorophenyl)-8-methoxy-1-methyl-4H-benzo[f][1,2,4]triazolo[4,3-a][1,4]diazepin-4-yl)acetic acid ClC1=CC=C(C=C1)C1=N[C@H](C=2N(C3=C1C=C(C=C3)OC)C(=NN2)C)CC(=O)O